IC1=NN(C2=NC(=CN=C21)N2CC1C(C1CC2)(C=2SC=C(N2)C)CNC(OC(C)(C)C)=O)C2OCCCC2 tert-Butyl ((3-(3-iodo-1-(tetrahydro-2H-pyran-2-yl)-1H-pyrazolo[3,4-b]pyrazin-6-yl)-7-(4-methylthiazol-2-yl)-3-azabicyclo[4.1.0]heptan-7-yl)methyl)carbamate